OCC=1C=C(C2=C(C=C(O2)COC2=C(C=CC=C2)CC(=O)OC(C)(C)C)C1)I tert-butyl 2-(2-((5-(hydroxymethyl)-7-iodobenzofuran-2-yl)methoxy)phenyl)acetate